2-bromo-6-[(3-fluoro-4-pyridyl)methoxy]pyridine BrC1=NC(=CC=C1)OCC1=C(C=NC=C1)F